1-((3S,4R)-4-(3,4-difluorophenyl)-1-(2-methoxyethyl)pyrrolidin-3-yl)-3-(4-methyl-3-((1-methyl-1H-1,2,4-triazol-3-yl)methoxy)-1-phenyl-1H-pyrazol-5-yl)urea FC=1C=C(C=CC1F)[C@H]1[C@@H](CN(C1)CCOC)NC(=O)NC1=C(C(=NN1C1=CC=CC=C1)OCC1=NN(C=N1)C)C